3-methyl-1-butanol formate C(=O)OCCC(C)C